1'-(4-Iodophenyl)-3,3,3'-trimethylspiro[indoline-2,4'-pyrazol]-5'(1'H)-one IC1=CC=C(C=C1)N1N=C(C2(C1=O)NC1=CC=CC=C1C2(C)C)C